ClC1=CC2=C(N=C(S2)N2CC(=C(C=C2C)C2=CC(=NC=C2OC)Cl)C(=O)N)C=C1 1-N-(6-chloro-1,3-benzothiazol-2-yl)-4-(2-chloro-5-methoxy-4-pyridyl)-6-methyl-pyridine-3-carboxamide